N-(2-aminoethyl)morpholinecarboxamide oxalic acid salt C(C(=O)O)(=O)O.NCCNC(=O)N1CCOCC1